ClC1=C(C=C(C=C1)OCOC)F 1-chloro-2-fluoro-4-(methoxymethoxy)benzene